NCCCOC1=CC=C(C=C1)C=1C=NNC1 4-[4-(3-AMINOPROPOXY)PHENYL]-1H-PYRAZOL